NCCNCCNCCNC([C@@H](N)CC(=O)N)=O N-{N'-[N''-(2-aminoethyl)-2-aminoethyl]-2-aminoethyl}aspartamide